(2S,3R)-1-(6-bromo-5-methyl-imidazo[1,2-a]pyrazin-8-yl)-2-methyl-azetidin-3-ol BrC=1N=C(C=2N(C1C)C=CN2)N2[C@H]([C@@H](C2)O)C